magnesium titanium-manganese [Mn].[Ti].[Mg]